3-chloro-2-(hydroxymethyl)-4,5,7,8-tetrahydropyrazolo[1,5-d][1,4]diazepine ClC=1C(=NN2CCNCCC21)CO